[Si](C)(C)(C(C)(C)C)OC1=CC(=C(C=C1)N=C(N)C1=C(C=2N(N=C1)C=CC2)Cl)Cl N'-[4-[tert-butyl(dimethyl)silyl]oxy-2-chloro-phenyl]-4-chloro-pyrrolo[1,2-b]pyridazine-3-carboxamidine